(2-(4-(2-(5-amino-8-methylbenzo[f][1,7]naphthyridin-2-yl)ethyl)-3-methylphenoxy)ethyl)phosphonic acid NC1=NC2=C(C=3C=C(C=NC13)CCC1=C(C=C(OCCP(O)(O)=O)C=C1)C)C=CC(=C2)C